C1(CC1)S(=O)(=O)NC=1SC=C(N1)C(C(=O)NC1=NC=C(C=N1)C=1C=NC=CC1)(C)C 2-(2-(cyclopropanesulfonylamino)thiazol-4-yl)-2-methyl-N-(5-(pyridin-3-yl)pyrimidin-2-yl)propionamide